CC(C)(C)N=P(N=P(N(C)C)(N(C)C)N(C)C)(N=P(N(C)C)(N(C)C)N(C)C)N=P(N(C)C)(N(C)C)N(C)C N'''-(1,1-dimethylethyl)-N,N',N''-tris[tris(dimethylamino)phosphoranylidene]phosphorimidic triamide